ClC=1C=C2C(=CN=C(C2=CN1)OC1(CC1)C)[C@H](CC)N[S@@](=O)C(C)(C)C (S)-N-((S)-1-(6-chloro-1-(1-methylcyclopropoxy)-2,7-naphthyridin-4-yl)propyl)-2-methylpropan-2-sulfinamide